[Si](C)(C)(C(C)(C)C)OCCOC=1C(=NC2=CC=CN=C2C1CN1CCCC1)Cl (2-((tert-Butyldimethylsilyl)oxy)ethoxy)-2-chloro-4-(pyrrolidin-1-ylmethyl)-1,5-naphthyridine